C(C)O[Si](C=C[SiH2]C(N1CCN(CC1)C)N1CCN(CC1)C)(OCC)OCC 1-triethoxysilyl-2-bis(4-methylpiperazin-1-yl)methylsilylethylene